(R)-5-(2-isobutyl-7H-pyrrolo[2,3-d]pyrimidin-5-yl)-N-(1,1,1-trifluoropropan-2-yl)pyrazolo[1,5-a]pyridine-3-carboxamide C(C(C)C)C=1N=CC2=C(N1)NC=C2C2=CC=1N(C=C2)N=CC1C(=O)N[C@@H](C(F)(F)F)C